C(C)(C)C=1C(=CC(=NC1)C#CC1=C(C=C(C=C1OC)OC)OC)OC=1C(=NC(=NC1)N)N 5-((5-isopropyl-2-((2,4,6-trimethoxyphenyl)ethynyl)pyridin-4-yl)oxy)pyrimidine-2,4-diamine